(3S)-N-(2-methoxyethyl)-3-methyl-4-[4-{[1-(propan-2-yl)-1H-pyrazolo[4,3-c]pyridin-6-yl]amino}-6-(pyrrolidin-1-yl)pyrimidin-2-yl]piperazine-1-carboxamide COCCNC(=O)N1C[C@@H](N(CC1)C1=NC(=CC(=N1)NC1=CC2=C(C=N1)C=NN2C(C)C)N2CCCC2)C